6-(Cyclopropanecarboxamido)-4-((4-methoxy-1-methyl-5-(2,2,2-trifluoro-1-methoxyethyl)-1H-indazol-3-yl)amino)-N-(methyl-d3)pyridazine-3-carboxamide C1(CC1)C(=O)NC1=CC(=C(N=N1)C(=O)NC([2H])([2H])[2H])NC1=NN(C2=CC=C(C(=C12)OC)C(C(F)(F)F)OC)C